2-(2-Biphenyloxy)-ethylmethacrylat C=1(C(=CC=CC1)OCCOC(C(=C)C)=O)C1=CC=CC=C1